C(C)OC(CCN1CCC(CC1)C=1C(=NC=CC1)C(=O)O)=O [1-(3-ethoxy-3-oxopropyl)piperidin-4-yl]Pyridine-2-carboxylic acid